FCC(C#CC=1C=C(C=2N(C1)N=CC2C#N)C=2C=NC(=CC2)N2CC1N(C(C2)C1)CC=1C=NC(=CC1)OC)(O)CF 6-(4-Fluoro-3-(fluoromethyl)-3-hydroxybut-1-yn-1-yl)-4-(6-(6-((6-methoxypyridin-3-yl)Methyl)-3,6-diazabicyclo[3.1.1]heptan-3-yl)pyridin-3-yl)pyrazolo[1,5-a]pyridine-3-carbonitrile